FC1=CC=C(C=C1)C=1OC(C(N1)(C)C)=O (4-fluorophenyl)-4,4-dimethyl-2-oxazolin-5-one